3-ethyl-5-(2-hydroxyethyl)-4-methylthiazole chloride [Cl-].C(C)N1CSC(=C1C)CCO